benzyl N-[2-[[1-[[1-[1-(2,6-dioxo-3-piperidyl)-3-methyl-2-oxo-benzimidazol-5-yl]-4-piperidyl]methyl]-4-piperidyl]oxy]ethyl]carbamate O=C1NC(CCC1N1C(N(C2=C1C=CC(=C2)N2CCC(CC2)CN2CCC(CC2)OCCNC(OCC2=CC=CC=C2)=O)C)=O)=O